zinc-stannum [Sn].[Zn]